Pentafluoro(2-fluorophenyl)-lambda6-Sulfane FS(C1=C(C=CC=C1)F)(F)(F)(F)F